ethyl 3-(4-(((tert-butoxycarbonyl) amino) methyl)-4-cyanopiperidin-1-yl)-6-(2,3-dichlorophenyl)-5-methylpyrazine-2-carboxylate C(C)(C)(C)OC(=O)NCC1(CCN(CC1)C=1C(=NC(=C(N1)C)C1=C(C(=CC=C1)Cl)Cl)C(=O)OCC)C#N